C(C1=CC=CC=C1)OC(=O)N1CCN(CC1)C=1N=C(NC(C1Cl)=O)C1=CC=NC=C1 4-[5-chloro-6-oxo-2-(4-pyridinyl)-1H-pyrimidin-4-yl]piperazine-1-carboxylic acid benzyl ester